ClC1=CC=C(S1)C(C1=CC=CC2=C1N=C1N2CCN(C1)C(=O)OC(C)(C)C)O tert-butyl 9-[(5-chlorothiophen-2-yl)(hydroxy)methyl]-1,2,3,4-tetrahydrobenzo[4,5]imidazo[1,2-a]pyrazine-2-carboxylate